C(C)O[Si](OC(C)C)(OCC)OCC triethoxy(iso-propoxy)silane